(R or S)-2-(1-methyl-1H-pyrazol-4-yl)-N-((R)-((S)-7-(1-methyl-1H-pyrazol-4-yl)-2,3-dihydro-1H-pyrido[2,3-b][1,4]oxazin-3-yl)(phenyl)methyl)propan-1-amine CN1N=CC(=C1)[C@H](CN[C@H](C1=CC=CC=C1)[C@@H]1CNC2=C(O1)N=CC(=C2)C=2C=NN(C2)C)C |o1:6|